[Cl-].C(C)[N+](CCCNC(C=C)=O)(C)CC diethyl-methyl-[3-(prop-2-enoylamino)propyl]ammonium chloride